2-(difluoromethyl)-5-(5-fluoro-6-((4-(4-(1-methylpiperidin-4-yl)phenyl)-1H-1,2,3-triazol-1-yl)methyl)pyridin-3-yl)-1,3,4-oxadiazole FC(C=1OC(=NN1)C=1C=NC(=C(C1)F)CN1N=NC(=C1)C1=CC=C(C=C1)C1CCN(CC1)C)F